tert-butyl 4-[8-([6,8-dimethyl-[1,2,4]triazolo[1,5-a]pyrazin-2-yl]carbamoyl)cinnolin-5-yl]piperazine-1-carboxylate CC=1N=C(C=2N(C1)N=C(N2)NC(=O)C=2C=CC(=C1C=CN=NC21)N2CCN(CC2)C(=O)OC(C)(C)C)C